N-hydroxy-4-fluorobenzenesulfonamide ONS(=O)(=O)C1=CC=C(C=C1)F